4-tert-butyl-2,6-dimethyl-phenylsulfur trifluoride C(C)(C)(C)C1=CC(=C(C(=C1)C)S(F)(F)F)C